FC1=CC=C(C(=N1)C)[C@@H](C=1N=NN(C1)C1(CC1)C(F)(F)F)NC=1C=C2C(=C(C=NC2=C(C1)C#N)C#N)NCC(C(F)(F)F)(C)C (S)-6-(((6-fluoro-2-methylpyridin-3-yl)(1-(1-(trifluoromethyl)cyclopropyl)-1H-1,2,3-triazol-4-yl)methyl)amino)-4-((3,3,3-trifluoro-2,2-dimethylpropyl)amino)quinoline-3,8-dicarbonitrile